(S)-2-((R)-2-benzyl-3-(N-hydroxyformamido)propanamido)-3-phenylpropanoic acid C(C1=CC=CC=C1)[C@@H](C(=O)N[C@H](C(=O)O)CC1=CC=CC=C1)CN(C=O)O